ClC1=C(C=CC(=C1)Cl)C1=CC=C(O1)CNCC(O)C1=CC=CC=C1 2-[[5-(2,4-dichlorophenyl)furan-2-yl]methylamino]-1-phenylethanol